6-((S)-1-amino-1,3-dihydrospiro[indene-2,4'-piperidin]-1'-yl)-3-(1-(2-methoxyphenyl)spiro[2.4]heptan-1-yl)-1,5-dihydro-4H-pyrazolo[3,4-d]pyrimidin-4-one N[C@@H]1C2=CC=CC=C2CC12CCN(CC2)C=2NC(C1=C(N2)NN=C1C1(CC12CCCC2)C2=C(C=CC=C2)OC)=O